ClC1=C(C=CC=C1)C=1N=C(SC1)N(/N=C/C1=C(C=CC=C1)C(=O)OC1CCCCC1)C (E)-4-(2-chlorophenyl)-2-[1-methyl-2-(2-cyclohexyloxyformylbenzylidene)hydrazino]thiazole